5,5-dimethyl-1,3-dioxanone CC1(COC(OC1)=O)C